N-(pentan-2-yl)-3-((4-(pyridin-2-ylmethoxy)phenyl)amino)benzamide CC(CCC)NC(C1=CC(=CC=C1)NC1=CC=C(C=C1)OCC1=NC=CC=C1)=O